C(N)(=O)[C@H]1N(CCC1)C(CCC(=O)O)=O 4-((S)-2-carbamoylpyrrolidin-1-yl)-4-oxobutanoic acid